C1=CNC(=C1Cl)Cl Dichloropyrrole